5-chloropyrazine-2-carboxamide ClC=1N=CC(=NC1)C(=O)N